(1,4-dimethyl-1H-1,2,3-triazol-5-yl)-1-methyl-1,4-dihydropyrrolo[2',3':4,5]pyrrolo[3,2-b]pyridine-2-carboxylic acid methyl ester COC(=O)C1=C(C2=C(C3=NC=CC=C3N2)N1C)C1=C(N=NN1C)C